[7-[[5-[7-(2-butyloctanoyloxy)heptanoyloxymethyl]-2,2-dimethyl-1,3-dioxan-5-yl]methoxy]-7-oxo-heptyl]2-butyloctanoate C(CCC)C(C(=O)OCCCCCCC(=O)OCC1(COC(OC1)(C)C)COC(CCCCCCOC(C(CCCCCC)CCCC)=O)=O)CCCCCC